C(C1=CC=CC=C1)N1OC(CC1C1=CC=CC=C1)CCC1=C(C=C(C=C1)C)C (E)-2-benzyl-5-(2,4-dimethylbenzylmethyl)-3-phenylisoxazolidine